4-(1-isopropyl-1H-pyrazole-4-yl)-5-methylpyrimidine-2-amine C(C)(C)N1N=CC(=C1)C1=NC(=NC=C1C)N